2,3,4,5-tetrahydrobenzo[f][1,4]oxazepin-8-amine O1CCNCC2=C1C=C(C=C2)N